CC1=CC=C(CC2=C(C(=O)N)C=CC=C2)C=C1 (4-methylbenzyl)benzamide